BrC=1N=C2C3=CC=C(C=C3OC2=C(N1)N1[C@@H](C[C@@H](C1)O)C(=O)OC(C)(C)C)F tert-butyl (2S,4S)-1-{4-bromo-11-fluoro-8-oxa-3,5-diazatricyclo-[7.4.0.02,7]trideca-1(13),2,4,6,9,11-hexaen-6-yl}-4-hydroxypyrrolidine-2-carboxylate